C1CN2C3=C(C=CC=C13)CCCC2 1,2,4,5,6,7-hexahydro-azepino[3,2,1-hi]indol